The molecule is an aminopyrimidine that is 6-methylpyrimidine-2,4-diamine in which the amino groups at positions 2 and 4 are substituted by 5-(diethylamino)pentan-2-yl and 4-amino-2-methylquinolin-6-yl groups respectively. An inhibitor of the signalling G-protein known as RAC1 (Ras-related C3 botulinum toxin substrate 1). It has a role as an EC 3.6.5.2 (small monomeric GTPase) inhibitor, an antiviral agent, a muscarinic antagonist and an apoptosis inducer. It is an aminoquinoline, an aminopyrimidine, a primary amino compound, a secondary amino compound and a tertiary amino compound. CCN(CC)CCCC(C)NC1=NC(=CC(=N1)NC2=CC3=C(C=C(N=C3C=C2)C)N)C